[C@H]12CC(C[C@H](CC1)N2)OC=2N=CC(=NC2)C2=C(C=C(C=C2)N2C=NC=C2)O 2-(5-(((1r,3s,5s)-8-azabicyclo[3.2.1]oct-3-yl)oxy)pyrazin-2-yl)-5-(1H-imidazol-1-yl)phenol